4-succinimidyl-oxycarbonyl-α-methyl-α-(2-pyridyldithio)-toluene C1(CCC(N1OC(=O)C1=CC=C(C(SSC2=NC=CC=C2)C)C=C1)=O)=O